(R)-3-chloro-5-(((1-(trityloxy)nonadec-2-yl)oxy)methyl)benzonitrile ClC=1C=C(C#N)C=C(C1)CO[C@@H](COC(C1=CC=CC=C1)(C1=CC=CC=C1)C1=CC=CC=C1)CCCCCCCCCCCCCCCCC